(2S,4R)-4-hydroxy-1-((7-(((8-hydroxy-5-methylquinolin-7-yl)(pyridin-3-yl)-methyl)amino)-heptanoyl)-L-valyl)-N-((S)-1-(4-(4-methylthiazol-5-yl)-phenyl)ethyl)pyrrolidine-2-carboxamide O[C@@H]1C[C@H](N(C1)C([C@@H](NC(CCCCCCNC(C=1C=NC=CC1)C1=CC(=C2C=CC=NC2=C1O)C)=O)C(C)C)=O)C(=O)N[C@@H](C)C1=CC=C(C=C1)C1=C(N=CS1)C